5-(L-threonyl)-8-methyl-2,5,8-triazaspiro[3.5]nonan-1-one N[C@@H]([C@H](O)C)C(=O)N1C2(CNC2=O)CN(CC1)C